NC1=NC=C(C=C1O[C@H](C)C=1C=C(C=CC1)NC(=O)C=1C=NN(C1)C(C)(C)C)Cl (R)-N-(3-(1-((2-Amino-5-chloropyridin-3-yl)oxy)ethyl)phenyl)-1-(tert-butyl)-1H-pyrazol-4-carboxamid